FC(C=1C=CC(=NC1)N1CCC(CC1)N(C=1C=NC=CC1OC)C1=CC=C(C=C1)C(F)(F)F)F N-(1-(5-(Difluoromethyl)pyridin-2-yl)piperidin-4-yl)-4-methoxy-N-(4-(trifluoromethyl)phenyl)pyridin-3-amine